FC=1C=C(C=CC1C)[C@H]1C[C@H](C1)OC=1N=CC(=NC1)C1=CC(=NO1)O 5-(5-{[cis-3-(3-fluoro-4-methylphenyl)cyclobutyl]oxy}pyrazin-2-yl)isoxazol-3-ol